delta-aminobutyl-(methyl)diethoxysilane NCCCC[Si](OCC)(OCC)C